ClC1=CC(=C(COC2=CC=CC(=N2)C2=CC(=C(CC3=NC4=C(N3C3COCC3(C)C)C=C(C=C4F)C(=O)O)C=C2F)F)C(=C1)F)F 2-(4-(6-((4-chloro-2,6-difluorobenzyl)oxy)pyridin-2-yl)-2,5-difluorobenzyl)-1-(4,4-dimethyltetrahydrofuran-3-yl)-4-fluoro-1H-benzo[d]imidazole-6-carboxylic acid